IC1=CN([C@H]2C[C@H](OCSSC(C)(C)C)[C@@H](CO[Si](C)(C)C(C)(C)C)O2)C=2N=CN=C(C12)N 7-deaza-7-iodo-5'-O-tert-butyldimethylsilyl-3'-O-(tert-butyldithiomethyl)-2'-deoxyadenosine